ClCCOC(C=C)=O acrylic chloroethyl ester